bis(3-sulfonatopropyl)-4,4'-bipyridinium S(=O)(=O)([O-])CCC[N+]1=CC=C(C=C1)C1=CC=[N+](C=C1)CCCS(=O)(=O)[O-]